5-(3-chloro-5-fluoro-4-((4-methylpyrimidin-2-yl)oxy)phenyl)-7-methyl-7H-pyrrolo[2,3-d]pyrimidin-4-amine ClC=1C=C(C=C(C1OC1=NC=CC(=N1)C)F)C1=CN(C=2N=CN=C(C21)N)C